4-Pyrrolin-2-one N1C(CC=C1)=O